CN(C(C=CCCCCCCC)=O)C N,N-di-methyl-decenamide